tert-butyl (1R,5S,6r)-6-(4,4,5,5-tetramethyl-1,3,2-dioxaborolan-2-yl)-3-azabicyclo[3.1.0]hexane-3-carboxylate CC1(OB(OC1(C)C)C1[C@@H]2CN(C[C@H]12)C(=O)OC(C)(C)C)C